ClC=1C=NC(=NC1)[C@]12CC[C@@H](C[C@@H]2C1)OC[C@@H]1N([C@@H](C[C@@H]1NS(=O)(=O)C(F)F)C)C(=O)OC(C)C isopropyl (2R,3S,5R)-2-((((1S,3S,6R)-6-(5-chloropyrimidin-2-yl)bicyclo[4.1.0]heptan-3-yl)oxy)methyl)-3-((difluoromethyl) sulfonamido)-5-methylpyrrolidine-1-carboxylate